[N+](=O)([O-])C=1C=C2C(C=COC2=CC1)=O 6-Nitrochromone